FC1=C(COC=2C=C(C=C3C=C(N(C23)C(=O)OC(C)(C)C)CN2C(C(=CC=C2)NC([C@H](CC\C=C\C(N2CCCC2)=O)OC(N(C)C)=O)=O)=O)F)C=CC(=C1)F tert-butyl (S,E)-7-((2,4-difluorobenzyl)oxy)-2-((3-(2-((dimethylcarbamoyl)oxy)-7-oxo-7-(pyrrolidin-1-yl)hept-5-enamido)-2-oxopyridin-1(2H)-yl)methyl)-5-fluoro-1H-indole-1-carboxylate